2-(2-Hydroxyethyl)-7-methoxy-3-(phenylamino)-3-(trifluoromethyl)-3,4-dihydroisoquinolin-1(2H)-one OCCN1C(C2=CC(=CC=C2CC1(C(F)(F)F)NC1=CC=CC=C1)OC)=O